7-((2-octyldecanoyl)oxy)heptanoic acid C(CCCCCCC)C(C(=O)OCCCCCCC(=O)O)CCCCCCCC